ClC1=NC=C(C(=C1)C1=C(C=NC(=C1)C)C(=O)NC=1SC(=NN1)C(N(C)C1=CC=C(C=C1)OC)=O)OC 2'-chloro-5'-methoxy-N-{5-[(4-methoxyphenyl)(methyl)carbamoyl]-1,3,4-thiadiazol-2-yl}-6-methyl-[4,4'-bipyridine]-3-carboxamide